IC1=CC=C(C(=O)NCC=2OC(=CC2)C)C=C1 4-iodo-N-((5-methylfuran-2-yl)methyl)benzamide